BrC1=CN=C2N1C=CC(=N2)C=2C=NN(C2)C 3-bromo-7-(1-methyl-1H-pyrazol-4-yl)imidazo[1,2-a]pyrimidine